2,4,5-trimethylhexane CC(C)CC(C(C)C)C